CSC1=NC=CC(=N1)C1=CN=C(S1)N 5-(2-(methylthio)pyrimidin-4-yl)thiazol-2-amine